C1(CCCCC1)C[C@H](C(=O)N1CC2(CCCC2)C(CC1)(O)CN1C(N(C2=C1C=CC=C2)CCC)=O)C 1-((7-((R)-3-Cyclohexyl-2-methylpropanoyl)-10-hydroxy-7-azaspiro[4.5]decan-10-yl)methyl)-3-propyl-1,3-dihydro-2H-benzo[d]imidazol-2-one